C(=CCCC)C(C(=O)O)CC(=O)O pentenyl-succinic acid